FC=1C=C(CN2CC3=CN(C=4N=CC=CC4C3=CC2)CC2=CC=C(C=C2)Cl)C=CC1 3-(3-fluorobenzyl)-6-(4-chlorobenzyl)-2,3,4,6-tetrahydropyrido[3,4-c][1,8]naphthyridine